C1(CC1)OC1=C(C=NC(=C1)NC1=NC(=NC(=C1)NCC1=C(C=C(C=C1)OC)OC)C(F)F)C=1C=NN(C1)CC(C)=O 1-(4-(4-cyclopropoxy-6-((2-(difluoromethyl)-6-((2,4-dimethoxybenzyl)amino)pyrimidin-4-yl)amino)pyridin-3-yl)-1H-pyrazol-1-yl)propan-2-one